4-((hydroxy)(5-(furan-2-yl)-1,3,4-oxadiazol-2-yl)methyl)piperidine-1-carboxylic acid tert-butyl ester C(C)(C)(C)OC(=O)N1CCC(CC1)C(C=1OC(=NN1)C=1OC=CC1)O